COC1=CC=C(C=C1)C1=NN2C(=NC=3C=CC=CC3C2=N1)[C@@](N)(C)C(=O)NC(C)C 2-[2-(4-methoxyphenyl)[1,2,4]triazolo[1,5-c]quinazolin-5-yl]-N-prop-2-yl-D-alaninamide